(2-chloro-5-methylpyrimidin-4-yl)-2-fluorobenzoic acid ClC1=NC=C(C(=N1)C=1C(=C(C(=O)O)C=CC1)F)C